CN(C(=O)N1C(/C(/CC1)=C/C#CC1=NC(=CC=C1)C)(C)C)C (3E)-N,N,2,2-tetramethyl-3-[3-(6-methylpyridin-2-yl)prop-2-yn-1-ylidene]pyrrolidine-1-carboxamide